BrC=1C=C(C2=C(N(C(=N2)C)[C@H](CNC(OC(C)(C)C)=O)C)C1)F tert-butyl [(2S)-2-(6-bromo-4-fluoro-2-methyl-1H-benzimidazol-1-yl)propyl]carbamate